C(=O)(O)CC=1C(NC(NC1CN)=O)=O 5-carboxymethyl-aminomethyluracil